2-(5-(benzyloxy)-1H-indol-1-yl)acetic acid ethyl ester C(C)OC(CN1C=CC2=CC(=CC=C12)OCC1=CC=CC=C1)=O